CC1=CC=C(C=C1)S(=O)(=O)OCC1(CCC1)C (1-methylcyclobutyl)methyl 4-methylbenzenesulfonate